N-(4-(N-(4-Methoxyphenyl)sulfamoyl)naphthalen-1-yl)-2-methylbenzamide COC1=CC=C(C=C1)NS(=O)(=O)C1=CC=C(C2=CC=CC=C12)NC(C1=C(C=CC=C1)C)=O